DIHYDROPYRANOPYRIMIDINE C1NC=C2C(=CC=CO2)N1